C1(CCCCC1)C=1C=CC(=NC1)CN(C(=O)[C@@H]1N(CC1)S(=O)(=O)C1=C(C(=C(C(=C1F)F)F)F)F)C=1C=C2CN(C(C2=CC1F)=O)C(=O)OC(C)(C)C tert-butyl (R)-5-(N-((5-cyclohexylpyridin-2-yl)methyl)-1-((perfluorophenyl)sulfonyl)azetidine-2-carboxamido)-6-fluoro-1-oxoisoindoline-2-carboxylate